C1(=CC=CC2=CC=CC=C12)S(=O)(=O)NC=1C=C2CCC(OC2=CC1)C(=O)OC methyl 6-(naphthalene-1-sulfonamido)chromane-2-carboxylate